C(#N)CC1(CN(C1)C1CCN(CC1)C(=O)NC1=C(C=C(C=C1)F)C(F)(F)F)N1N=CC(=C1)C=1C2=C(N=CN1)NC=C2 4-{3-(cyanomethyl)-3-[4-(7H-pyrrolo[2,3-d]pyrimidin-4-yl)-1H-pyrazol-1-yl]-azetidin-1-yl}-N-[4-fluoro-2-(trifluoromethyl)phenyl]piperidine-1-carboxamide